ClC1=CC=C(C=C1)C(N1[C@@H](CN(CC1)C1=C(C(N(C=2C=CC(=NC12)C(=O)O)C)=O)C(=O)O)C)C1=CC=C(C=C1)Cl (R)-8-(4-(bis(4-chlorophenyl)methyl)-3-methylpiperazin-1-yl)-5-methyl-6-oxo-5,6-dihydro-1,5-naphthyridine-2,7-dicarboxylic acid